10-(3-(2-oxa-6-azaspiro[3.3]heptan-6-yl)propyl)-3,7-dibromo-10H-benzo[b]pyrido[2,3-e][1,4]oxazine C1OCC12CN(C2)CCCN2C1=C(OC3=C2N=CC(=C3)Br)C=C(C=C1)Br